S1C(=CC=C1)C(=O)C1=[N+](ON=C1C(=O)C=1SC=CC1)[O-] 3,4-bis(thiophene-2-carbonyl)-1,2,5-oxadiazole-2-oxide